2-ethylzirconium (IV) CC[Zr+3]